(S)-2-(4-(7,7-difluoro-2-(2-methylazetidin-1-yl)-6,7-dihydro-5H-cyclopenta[d]pyrimidin-4-yl)phenyl)-1-(piperazin-1-yl)ethan-1-one FC1(CCC2=C1N=C(N=C2C2=CC=C(C=C2)CC(=O)N2CCNCC2)N2[C@H](CC2)C)F